O1C2=C(CCC1)C(C=C2)=O dihydro-cyclopenta[b]pyran-5(4H)-one